N-((1R,3s,5S)-8-(thiophen-2-ylmethyl)-8-azabicyclo[3.2.1]octan-3-yl)-1H-indole-6-carboxamide S1C(=CC=C1)CN1[C@H]2CC(C[C@@H]1CC2)NC(=O)C2=CC=C1C=CNC1=C2